3-(2-fluorobenzylidene)-5-(4-pyridyl)-N-(4-chlorobenzenesulfonyl)-4-piperidone FC1=C(C=C2CN(CC(C2=O)C2=CC=NC=C2)S(=O)(=O)C2=CC=C(C=C2)Cl)C=CC=C1